C[C@H](C[C@H](N)C(=O)O)C(=O)O (2S,4R)-4-methyl-glutamic acid